O=C1NC(CCC1N1C(C2=CC=CC(=C2C1=O)NCC1CC2(C1)CCC(CC2)N(C(OC(C)(C)C)=O)C)=O)=O tert-butyl N-[2-[[[2-(2,6-dioxo-3-piperidyl)-1,3-dioxo-isoindolin-4-yl]amino]methyl] spiro[3.5]nonan-7-yl]-N-methyl-carbamate